5-phenyl-11-(4,6-diphenyl-1,3,5-triazine-2-yl)-5H,11H-indolo[3,2-b]carbazole C1(=CC=CC=C1)N1C2=CC=CC=C2C2=CC=3N(C4=CC=CC=C4C3C=C21)C2=NC(=NC(=N2)C2=CC=CC=C2)C2=CC=CC=C2